tert-butyl-4-[[2-[3-(cyanomethyl)phenyl]acetyl]amino]pyridine-2-carboxamide C(C)(C)(C)C=1C(=NC=CC1NC(CC1=CC(=CC=C1)CC#N)=O)C(=O)N